O1COC2=C1C=CC(=C2)/C=C(/C(=O)NC2=CC=C(C(=O)NCC1=C(C=C(C=C1)Cl)Cl)C=C2)\C#N (E)-4-(3-(benzo[d][1,3]dioxol-5-yl)-2-cyanoacrylamido)-N-(2,4-dichlorobenzyl)benzamide